FC(C1=CC=C(C=C1)C1CC(C1)OC=1C=C2C(=CNC2=CC1)NC(=O)C=1SC=CN1)(F)F N-(5-((1s,3s)-3-(4-(trifluoromethyl)phenyl)cyclobutoxy)-1H-indol-3-yl)thiazole-2-carboxamide